6-(3-((1r,3r,5s)-3-((5-cyclopropyl-3-(2,6-dichlorophenyl)isoxazol-4-yl)methoxy)-8-azabicyclo[3.2.1]octan-8-yl)-1,2,4-oxadiazol-5-yl)picolinic acid C1(CC1)C1=C(C(=NO1)C1=C(C=CC=C1Cl)Cl)COC1C[C@H]2CC[C@@H](C1)N2C2=NOC(=N2)C2=CC=CC(=N2)C(=O)O